deoxy-5-fluoro-N-[(propoxy)carbonyl]cytidine FC=1C(=NC(N([C@H]2C[C@H](O)[C@@H](CO)O2)C1)=O)NC(=O)OCCC